C(#N)C1CN(C1)S(=O)(=O)N1C[C@H](CCC1)C(=O)N1[C@H](COCC1)C(=O)NCC1=CC=C(C=C1)C(F)F (3R)-4-(((3S)-1-((3-cyano-1-azetidinyl)sulfonyl)-3-piperidinyl)carbonyl)-N-(4-(difluoromethyl)benzyl)-3-morpholinecarboxamide